N1CCC(CC1)C1=C(C=CC=C1)O 2-(piperidin-4-yl)phenol